C(C)(C)(C)OC(=O)N1C[C@@H]2C(N3CCOC=4N=C5C(=C(C(=CC5=C(C34)N2C[C@H]1C)Cl)Br)F)=C=O (2R,4aR)-tert-butyl-11-bromo-12-chloro-10-fluoro-2-methyl-5-carbonyl-1,2,4a,5,6,7-Hexahydro-8-oxa-3,5a,9,13c-tetraazanaphtho[3,2,1-de]anthracene-3(4H)-carboxylate